C1CCC2=C(C=CC=C12)C1=C(C=C2C(=N1)C(=NN2)C=2C=CC(=NC2)N2CC(C2)N(C(CO)=O)C)OC N-(1-(5-(5-(2,3-Dihydro-1H-inden-4-yl)-6-methoxy-1H-pyrazolo[4,3-b]pyridin-3-yl)pyridin-2-yl)azetidin-3-yl)-2-hydroxy-N-methylacetamide